trifluoromethanesulfonic acid 4-cyano-1-(3,5-dimethylphenyl)-3-methyl-1H-imidazole-3-ium salt C(#N)C=1[N+](=CN(C1)C1=CC(=CC(=C1)C)C)C.FC(S(=O)(=O)[O-])(F)F